C(C)(C)(C)N(C(O)=O)CCCCOC1CCN(CC1)C1=C(C=C2C(=CC=NC2=C1)Cl)C.CC(C)P(C(CC)CCCC)C(CC)CCCC 2-propyl-di-(3-heptyl)phosphine tert-Butyl-(4-((1-(4-chloro-6-methylquinolin-7-yl)piperidin-4-yl)oxy)butyl)carbamate